L-Threose O=C[C@H](O)[C@@H](O)CO